([1-[(4-methylphenyl)methyl]pyrrolidin-3-yl]methyl)piperidine-4-carboxamide CC1=CC=C(C=C1)CN1CC(CC1)CN1CCC(CC1)C(=O)N